COC(=O)[C@H]1[C@H](NCC1)C (2r,3r)-2-methylpyrrolidine-3-carboxylic acid methyl ester